4-isopropoxycyclobut-3-ene-1,2-dione C(C)(C)OC1=CC(C1=O)=O